S1C(=CC=C1)C(=O)N1CC2=CC=CC=C2C[C@H]1CN1CCN(CC1)C(=O)OC(C)(C)C tert-Butyl 4-{[(3S)-2-(thiophen-2-ylcarbonyl)-1,2,3,4-tetrahydroisoquinolin-3-yl]methyl}piperazine-1-carboxylate